COC1=NC=CC=C1C=1C=C(C=CC1)C1=NC(=NO1)C1N(CCC1)C#N 2-(5-(3-(2-Methoxypyridin-3-yl)phenyl)-1,2,4-oxadiazol-3-yl)pyrrolidine-1-carbonitrile